BrC=1C(=NC(=NC1)NC1=C(C=C(C(=C1)OC)N1CC2N(C(C1)C2)C)C)NC2=C(C=CC(=C2)F)C(C)(C)O 2-(2-((5-Bromo-2-((5-methoxy-2-methyl-4-(6-methyl-3,6-diazabicyclo[3.1.1]heptane-3-yl)phenyl)amino)pyrimidin-4-yl)amino)-4-fluorophenyl)propan-2-ol